COC1=CC=C(CN(C2=CC(=NC(=C2)C)N)CCCCC2CNCCC2)C=C1 N4-(4-methoxybenzyl)-6-methyl-N4-(4-(piperidin-3-yl)butyl)pyridine-2,4-diamine